C(CCCCCCCCCCCCCCCCC)N(CCN)CCCCCCCCCCCCCCCCCC N,N-distearylethylenediamine